17-((ethoxycarbonyl)oxy)-11-hydroxy-10,13-dimethyl-3-oxo-6,7,8,9,10,11,12,13,14,15,16,17-dodecahydro-3H-cyclopenta[a]phenanthrene-17-carboxylic acid C(C)OC(=O)OC1(CCC2C3CCC4=CC(C=CC4(C3C(CC12C)O)C)=O)C(=O)O